FC=1C=C(C=CC1C1=NOC(=N1)C(F)(F)F)CNS(=O)(=O)\C=C\C (E)-N-[[3-fluoro-4-[5-(trifluoromethyl)-1,2,4-oxadiazol-3-yl]phenyl]methyl]prop-1-ene-1-sulfonamide